N-((1r,3r)-3-(3-(5-chloro-4-(5,5-dimethyl-5,6-dihydro-4H-pyrrolo[1,2-b]pyrazol-3-yl)pyridin-2-yl)ureido)cyclobutyl)acetamide ClC=1C(=CC(=NC1)NC(NC1CC(C1)NC(C)=O)=O)C1=C2N(N=C1)CC(C2)(C)C